C1(=CC=CC=C1)C=1N=NNC1 4-phenyl-2,1,3-triazol